CN(CCC(CCCCCCCCC(=O)O)CCCCCCCCC\C=C/C\C=C/CCCCC)C (20Z,23Z)-10-(2-(dimethylamino)ethyl)nonacosa-20,23-dienoic Acid